2-(((2S,3R,4S,5R,6R)-5-hydroxy-6-(hydroxymethyl)-3-methoxy-4-(4-(3,4,5-trifluorophenyl)-1H-1,2,3-triazol-1-yl)tetrahydro-2H-pyran-2-yl)thio)-N-methylacetamide O[C@@H]1[C@@H]([C@H]([C@@H](O[C@@H]1CO)SCC(=O)NC)OC)N1N=NC(=C1)C1=CC(=C(C(=C1)F)F)F